O=C(CCC=1C=C(C(NN1)=O)C(F)(F)F)N1CCN(CC1)C1=NC=C(C=N1)C(F)(F)F 6-(3-oxo-3-(4-(5-(trifluoromethyl)pyrimidin-2-yl)piperazin-1-yl)propyl)-4-(trifluoromethyl)pyridazin-3(2H)-one